(R)-5-((1-(3-(difluoromethyl)-2-fluorophenyl)ethyl)amino)-1,7-dimethyl-3-(1-methylcyclopropyl)-3,4-dihydropyrimido[4,5-d]pyrimidin-2(1H)-one FC(C=1C(=C(C=CC1)[C@@H](C)NC1=C2C(=NC(=N1)C)N(C(N(C2)C2(CC2)C)=O)C)F)F